5-[(dimethylamino)methyl]-N-[4-[[3-[(3-methyl-2-nitro-imidazol-4-yl)methoxy]-7-morpholino-1,6-naphthyridin-5-yl]oxy]cyclohexyl]pyrimidin-2-amine CN(C)CC=1C=NC(=NC1)NC1CCC(CC1)OC1=C2C=C(C=NC2=CC(=N1)N1CCOCC1)OCC=1N(C(=NC1)[N+](=O)[O-])C